tert-butyl 4-(2-(8-fluoro-2-methylimidazo[1,2-a]pyridin-6-yl)-5-oxo-1,6-naphthyridin-6(5H)-yl)piperidine-1-carboxylate FC=1C=2N(C=C(C1)C1=NC=3C=CN(C(C3C=C1)=O)C1CCN(CC1)C(=O)OC(C)(C)C)C=C(N2)C